FC1=CC=C(C=C1)C1=NC=2C(=NC(=CC2)N2CCNCC2)N1C1=CC(=NC=C1)NC(=O)C1COCCC1 N-{4-[2-(4-fluorophenyl)-5-(piperazin-1-yl)-3H-imidazo[4,5-b]pyridin-3-yl]pyridin-2-yl}oxane-3-carboxamide